2-(5,5-dimethyl-1,3-dioxan-2-yl)-pyridine-5-boronic acid pinacol ester CC1(COC(OC1)C1=NC=C(C=C1)B1OC(C)(C)C(C)(C)O1)C